tert-butyl 6-(4-fluorobenzyl)-4-methyl-5-oxo-2,3,4,5-tetrahydro-1H-pyrrolo[3,2-b]pyridine-1-carboxylate FC1=CC=C(CC2=CC3=C(N(C2=O)C)CCN3C(=O)OC(C)(C)C)C=C1